2-octyl-1-tetradecanol C(CCCCCCC)C(CO)CCCCCCCCCCCC